itaconic acid 1-dodecyl ester C(CCCCCCCCCCC)OC(C(=C)CC(=O)O)=O